tert-Butyl N-[(1S)-1-(3-cyano-5-fluoro-4-methyl-phenyl)-3-hydroxy-propyl]-N-hydroxycarbamate C(#N)C=1C=C(C=C(C1C)F)[C@H](CCO)N(C(OC(C)(C)C)=O)O